C1(=CC=CC=2C3=CC=CC=C3CC12)N(CCCC(=O)O)C(=O)OC 4-(fluorenyl-methoxycarbonylamino)butyric acid